C1(CC1)C1=CC(=C(C(=O)NC=2C=CC(=C(C2)C(C(=O)O)=O)F)C=C1C(F)(F)F)OC1=C(C=C(C=C1)F)C 2-(5-(4-Cyclopropyl-2-(4-fluoro-2-methylphenoxy)-5-(trifluoromethyl)benzamido)-2-fluorophenyl)-2-Oxoacetic acid